3-n-butylcyclohexane-1,2-dicarboxylic acid, disodium salt [Na+].[Na+].C(CCC)C1C(C(CCC1)C(=O)[O-])C(=O)[O-]